(2-(trimethylsilyl)ethoxymethyl)-2H-indazole-6-carboxylic acid C[Si](CCOCN1N=C2C=C(C=CC2=C1)C(=O)O)(C)C